C(C)C=1C(NC2=CC(=CC=C2C1)CN1CCN(CC1)C(=O)C1CC(CC1)C(=O)N)=O 3-(4-((3-ethyl-2-oxo-1,2-dihydroquinolin-7-yl)methyl)piperazine-1-carbonyl)cyclopentane-1-carboxamide